P(=O)(O)(O)OC[C@H]([C@H](C[C@H](C(=O)[O-])O)O)O 3-deoxy-6-phosphogluconate